ClC1=CC=C(C(=O)NCC2=NC(=NO2)C=2N(C3=CC=CC(=C3C2)NC2CCN(CC2)C)CC(F)(F)F)C=C1 4-chloro-N-[(3-{4-[(1-methylpiperidin-4-yl)amino]-1-(2,2,2-trifluoroethyl)-1H-indol-2-yl}-1,2,4-oxadiazol-5-yl)methyl]benzamide